(R)-5-(2-(4-(2-methylphenyl)piperazin-1-yl)ethyl)-3,3-diethylpyrrolidin-2-one CC1=C(C=CC=C1)N1CCN(CC1)CC[C@H]1CC(C(N1)=O)(CC)CC